BrC=1C=C(C=CC1C)O 3-bromo-4-methylphenol